COC(=O)C=1C(=NC(=CC1)C1=C(C=C(C=C1C)C)OC)N.[N+](=O)([O-])C=1C=C(C=CC1)N=NC1=CC=C(N)C=C1 4-[(3-nitrophenyl)diazenyl]aniline methyl-2-amino-6-(2-methoxy-4,6-dimethyl-phenyl)pyridine-3-carboxylate